5-Formyl-3-pyridinecarbonitrile C(=O)C=1C=C(C=NC1)C#N